BrC=1C=C2C(=CC=NC2=C(C1)C)Cl 6-bromo-4-chloro-8-methylquinoline